CC1=CC=C(C(=O)NC2CCC(CC2)NC2=CC=CC=3N2C=C(N3)C(F)F)C=C1 4-methyl-N-[(1s,4s)-4-{[2-(difluoromethyl)imidazo[1,2-a]pyridin-5-yl]amino}cyclohexyl]benzamide